C(C)(C)N1N=C(C2=C1C=1N(N=C2)C=C(C1)C=1C=NC=CC1)NCC1CCN(CC1)C(=O)OC methyl 4-(((1-isopropyl-8-(pyridin-3-yl)-1H-pyrazolo[3,4-d]pyrrolo[1,2-b]pyridazin-3-yl)amino)methyl)piperidine-1-carboxylate